2,3-dihydro-9,9-dimethyl-6-nitrooxazolo[3,2-a]indol CC1(C2N(C=3C=C(C=CC13)[N+](=O)[O-])CCO2)C